tert-Butyl 2-(5-{2-[di(propan-2-yl)carbamoyl]-4-fluorophenoxy}pyrimidin-4-yl)-2,7-diazaspiro[3.5]nonane-7-carboxylate CC(C)N(C(=O)C1=C(OC=2C(=NC=NC2)N2CC3(C2)CCN(CC3)C(=O)OC(C)(C)C)C=CC(=C1)F)C(C)C